P(=O)(O)(O)OCCC1=NC=C(C=N1)NC(O[C@H](C)[C@H](C)OC1=CC2=C(N=C(S2)C2=C3N=CC(=NC3=CC(=C2)C)OCC)C=C1F)=O (2R,3S)-3-((2-(2-ethoxy-7-methylquinoxalin-5-yl)-5-fluorobenzo[d]thiazol-6-yl)oxy)butan-2-yl (2-(2-(phosphonooxy)ethyl)pyrimidin-5-yl)carbamate